FC1=CC=C2C(=CNC2=C1)CC(=O)N1C[C@H](CCC1)C(=O)O (S)-1-(2-(6-fluoro-1H-indol-3-yl)acetyl)piperidine-3-carboxylic acid